N-(6-(4-(2-aminopropan-2-yl)-1H-imidazol-1-yl)-5-fluoropyridin-3-yl)-2-(5-methyl-3-(trifluoromethyl)-1H-pyrazol-1-yl)acetamide NC(C)(C)C=1N=CN(C1)C1=C(C=C(C=N1)NC(CN1N=C(C=C1C)C(F)(F)F)=O)F